3-(5-{[(4-carbamimidoylphenyl)methyl]sulfanyl}-4-methyl-3-{1-[2-(morpholin-4-yl)acetyl]-2-oxoazetidin-3-yl}-1H-pyrazole-1-carbonyl)-2-chlorobenzoic acid C(N)(=N)C1=CC=C(C=C1)CSC1=C(C(=NN1C(=O)C=1C(=C(C(=O)O)C=CC1)Cl)C1C(N(C1)C(CN1CCOCC1)=O)=O)C